Methyl 1-((3,3-difluoro-1-methylcyclobutyl)methyl)-3-(3,3-difluorocyclobutyl)-4-iodo-1H-pyrazole-5-carboxylate FC1(CC(C1)(C)CN1N=C(C(=C1C(=O)OC)I)C1CC(C1)(F)F)F